dioleyl 2-((2-(diethylamino)ethyl)thio)succinate Dioleyl-maleate C(CCCCCCC\C=C/CCCCCCCC)/C(=C(/C(=O)O)\CCCCCCCC\C=C/CCCCCCCC)/C(=O)O.C(C)N(CCSC(C(=O)OCCCCCCCC\C=C/CCCCCCCC)CC(=O)OCCCCCCCC\C=C/CCCCCCCC)CC